N-[[1-[3-amino-6-(2-hydroxyphenyl)pyridazin-4-yl]-4-phenyl-4-piperidyl]methyl]-2-[2-(2,6-dioxo-3-piperidyl)-1,3-dioxo-isoindolin-4-yl]oxy-acetamide NC=1N=NC(=CC1N1CCC(CC1)(C1=CC=CC=C1)CNC(COC1=C2C(N(C(C2=CC=C1)=O)C1C(NC(CC1)=O)=O)=O)=O)C1=C(C=CC=C1)O